(rac)-6-amino-4-(difluoromethyl)-7-(3-hydroxy-2,6-dimethylphenyl)-2-methyl-7H-pyrrolo[2,3-d]pyrimidine-5-carboxamide NC1=C(C2=C(N=C(N=C2C(F)F)C)N1C1=C(C(=CC=C1C)O)C)C(=O)N